(S)-2-((tert-Butoxycarbonyl)amino)-3-(4-((4-(cyclopropylamino)-5-(trifluoromethyl)pyrimidin-2-yl)amino)-3-methyl-1H-pyrazol-1-yl)propanoic acid C(C)(C)(C)OC(=O)N[C@H](C(=O)O)CN1N=C(C(=C1)NC1=NC=C(C(=N1)NC1CC1)C(F)(F)F)C